4,4'-((oxybis(ethane-2,1-diyl))bis(oxy))bis(2,2-diphenylbutanoic acid) O(CCOCCC(C(=O)O)(C1=CC=CC=C1)C1=CC=CC=C1)CCOCCC(C(=O)O)(C1=CC=CC=C1)C1=CC=CC=C1